C(C1=CC=CC=C1)N1C(CN(CC1)CC(=O)NC(CC(=O)O)C(COC1=NC(=NC=C1)C(F)(F)F)=O)=O 3-(2-(4-Benzyl-3-oxopiperazin-1-yl)acetamido)-4-oxo-5-((2-(trifluoromethyl)pyrimidin-4-yl)oxy)pentanoic Acid